(1s,4s)-4-(3-chloroanilino)-2'-[3-(trifluoromethyl)phenyl]spiro[cyclohexane-1,1'-indene]-4-carboxylic acid ClC=1C=C(NC2(CCC3(C(=CC4=CC=CC=C34)C3=CC(=CC=C3)C(F)(F)F)CC2)C(=O)O)C=CC1